CC1=NC(=CC(=C1)C=1NC2=CC=C(C=C2C1C(C)C)C1CCN(CC1)CC(=O)NCCOCC)C 2-(4-(2-(2,6-dimethylpyridin-4-yl)-3-isopropyl-1H-indol-5-yl)piperidin-1-yl)-N-(2-ethoxyethyl)acetamide